FC(C1=CC=C(C=C1)C=1N=C(C2=C(N1)C=CC=N2)N2CC(C2)NC(C=C)=O)(F)F N-(1-(2-(4-(trifluoromethyl)phenyl)pyrido[3,2-d]pyrimidin-4-yl)azetidin-3-yl)acrylamide